1-(4-(5-acetyl-3-(7-(difluoromethyl)-6-(1-methyl-1H-pyrazol-4-yl)-3,4-dihydroquinolin-1(2H)-yl)-4,5,6,7-tetrahydro-1H-pyrazolo[4,3-c]Pyridin-1-yl)piperidin-1-yl)-2-chloroethan-1-one C(C)(=O)N1CC2=C(CC1)N(N=C2N2CCCC1=CC(=C(C=C21)C(F)F)C=2C=NN(C2)C)C2CCN(CC2)C(CCl)=O